6-Chloro-3-[(1R)-1-[3,6-dimethyl-2-(1,5-naphthyridin-3-yl)-4-oxo-chromen-8-yl]ethoxy]-N'-hydroxy-pyridine-2-carboxamidine ClC1=CC=C(C(=N1)C(=NO)N)O[C@H](C)C=1C=C(C=C2C(C(=C(OC12)C=1C=NC2=CC=CN=C2C1)C)=O)C